OC1=C(C(=O)OCC\C=C/CC)C=CC=C1 (Z)-hex-3-en-1-yl hydroxybenzoate